3-glycidoxypentyldimethoxysilane 1-(6-Chloropyridin-2-yl)-4-formyl-1H-pyrazol-3-yl-triflate ClC1=CC=CC(=N1)N1N=C(C(=C1)C=O)OS(=O)(=O)C(F)(F)F.C(C1CO1)OC(CC[SiH](OC)OC)CC